C1(=CC=C(C=C1)NC(CC=1N=C(SC1)NS(=O)(=O)C1CC1)=O)C1=CC=CC=C1 N-([1,1'-biphenyl]-4-yl)-2-(2-(cyclopropanesulfonamido)thiazol-4-yl)acetamide